naphthalene-5-sulfonamide C1=CC=CC=2C(=CC=CC12)S(=O)(=O)N